FC=1C(=C(C(=CC1)C(C)C)NC(=O)NS(=O)(=O)C=1C=C(C=C(C1)C(C)(C)O)C1=CC=CC=C1)C(C)C N-(3-fluoro-2,6-diisopropylphenyl-carbamoyl)-5-(2-hydroxypropan-2-yl)biphenyl-3-sulfonamide